CCCCCCCC/C=C\\CCCCCCCC(=O)NCCOP(=O)(O)OC[C@@H](CO)O The molecule is an N-acyl-sn-glycero-3-phosphoethanolamine in which the N-acyl group is specified as oleoyl (9Z-octadecenoyl). It derives from an oleic acid. It is a conjugate acid of a N-oleoyl-sn-glycero-3-phosphoethanolamine(1-).